2-methyl-propyl-magnesium chloride CC(C[Mg]Cl)C